3-(6-(((tert-butyldimethylsilyl)oxy)methyl)pyridin-3-yl)oxetane-3-ol [Si](C)(C)(C(C)(C)C)OCC1=CC=C(C=N1)C1(COC1)O